N,N,N-trimethyl-1-(naphthalene-1-yl)methylammonium iodide [I-].C[N+](C)(C)CC1=CC=CC2=CC=CC=C12